Bis[5-(3,5-dimethyl-4-hydroxybenzyl)-2,3,4-trihydroxyphenyl]methane CC=1C=C(CC=2C(=C(C(=C(C2)CC2=C(C(=C(C(=C2)CC2=CC(=C(C(=C2)C)O)C)O)O)O)O)O)O)C=C(C1O)C